1-(3-(2-amino-8-(2-chlorophenyl)-9H-purin-9-yl)piperidin-1-yl)prop-2-en-1-one NC1=NC=C2N=C(N(C2=N1)C1CN(CCC1)C(C=C)=O)C1=C(C=CC=C1)Cl